(2R,3R,11aS)-3-[(1E,3S)-6-cyclopropyl-3-hydroxy-1-hexen-1-yl]-2-hydroxy-1,2,3,3a,4,5,6,11a-octahydrobenzo[b]cyclopenta[g]oxocine-9-carboxylic acid C1(CC1)CCC[C@@H](/C=C/[C@H]1[C@@H](C[C@H]2C1CCCC1=C(O2)C=C(C=C1)C(=O)O)O)O